C[C@@H]1[C@@H](C1)B(O)O (1R,2S)-2-METHYLCYCLOPROPYLBORONIC ACID